FC1=CC=C(C=C1)N(C(=O)[C@H]1N(S(N(C1)C1=NC=CC=C1)(=O)=O)C1=NC(=CC(=C1)C(F)(F)F)C)C (3S)-N-(4-fluorophenyl)-N-methyl-2-[6-methyl-4-(trifluoromethyl)pyridin-2-yl]-1,1-dioxo-5-(pyridin-2-yl)-1,2,5-thiadiazolidine-3-carboxamide